C(C)S(=O)(=O)C1=CC(=C(C=C1)C1=NN2C(OCC(C2)(C)C)=C1C(=O)N[C@@H]1N=C(C2=C(NC1=O)C(=CC=C2)F)C2=CC=CC=C2)F |r| racemic-2-(4-(Ethylsulfonyl)-2-fluorophenyl)-N-(9-fluoro-2-oxo-5-phenyl-2,3-dihydro-1H-benzo[e][1,4]diazepin-3-yl)-6,6-dimethyl-6,7-dihydro-5H-pyrazolo[5,1-b][1,3]oxazine-3-carboxamide